6-tert-Butyl-5-(3-fluorophenyl)thieno[2,3-d]pyrimidin-4-ol C(C)(C)(C)C1=C(C2=C(N=CN=C2O)S1)C1=CC(=CC=C1)F